N1C(=CC=2C=NC=CC21)C(=O)N2C[C@H](CC2)C(=O)NC2=CC(=C(C(=C2)F)F)F (S)-1-(1H-pyrrolo[3,2-c]pyridine-2-carbonyl)-N-(3,4,5-trifluorophenyl)pyrrolidine-3-carboxamide